C1OCC12CC(C2)COC2=NN(C=C2N)COCC[Si](C)(C)C 3-((2-oxaspiro[3.3]heptan-6-yl)methoxy)-1-((2-(trimethylsilyl)ethoxy)methyl)-1H-pyrazol-4-amine